NC(C([C@H](C[C@H]1C(NCC1)=O)NC([C@@H](CC1CCCCC1)NC(=O)C1(C2=CC=CC=C2C=2C=CC=CC12)O)=O)=O)=O N-((R)-1-(((S)-4-amino-3,4-dioxo-1-((S)-2-oxopyrrolidin-3-yl)butan-2-yl)amino)-3-cyclohexyl-1-oxopropan-2-yl)-9-hydroxy-9H-fluorene-9-carboxamide